Ethyl (2E)-3-[1,4-dimethyl-7-(trifluoromethyl)-1H-benzotriazol-5-yl]prop-2-enoate CN1N=NC2=C1C(=CC(=C2C)/C=C/C(=O)OCC)C(F)(F)F